C1(CC1)CN1CCC(=CC1)B1OC(C(O1)(C)C)(C)C 1-(cyclopropylmethyl)-4-(4,4,5,5-tetramethyl-1,3,2-dioxaborolan-2-yl)-3,6-dihydro-2H-pyridine